C(C)(=O)N[C@H]1[C@H](OCCN)O[C@@H]([C@H]([C@@H]1O)O)CO 2-aminoethyl 2-acetamido-2-deoxy-β-D-glucopyranoside